2,7-Octanediol CC(CCCCC(C)O)O